2,5-dioxo-1,3-dioxolane O=C1OC(CO1)=O